N-ethyl-2-methylpyridine tetrafluoroborate F[B-](F)(F)F.C(C)N1C(C=CC=C1)C